(S)-(5-cyclobutyl-1,3,4-oxadiazol-2-yl)(4-(4-(trifluoromethyl)pyrazolo[1,5-a]pyridin-2-yl)-6,7-dihydro-1H-imidazo[4,5-c]pyridin-5(4H)-yl)methanone C1(CCC1)C1=NN=C(O1)C(=O)N1[C@@H](C2=C(CC1)NC=N2)C2=NN1C(C(=CC=C1)C(F)(F)F)=C2